ClC=1C(C(=C(C(C1NC(C)C)=O)Cl)C1=C(NC2=CC=CC=C12)C)=O 2,5-dichloro-3-(isopropylamino)-6-(2-methyl-1H-indol-3-yl)cyclohexane-2,5-diene-1,4-dione